OC(C(=O)O)CCCCCCCCCC 2-hydroxylauric acid